N-[5-(2,3-dihydro-1,4-benzodioxin-6-yl)-4-methylpyridin-3-yl]-4,5,6,7-tetrahydro[1,3]thiazolo[5,4-c]pyridine-2-carboxamide O1CCOC2=C1C=CC(=C2)C=2C(=C(C=NC2)NC(=O)C=2SC=1CNCCC1N2)C